dioxane monomethacrylate C(C(=C)C)(=O)O.O1CCOCC1